(tert-pentyl)cyclohexan-1-one C(C)(C)(CC)C1C(CCCC1)=O